titanium(III) borate B([O-])([O-])[O-].[Ti+3]